3-phenyl-3-(4-hydroxyphenyl)-6,7-dimethoxy-13,13-dimethyl-3h,13h-indeno[2',3':3,4]naphtho[1,2-b]pyran C1(=CC=CC=C1)C1(C=CC2=C(O1)C=1C=C(C(=CC1C1=C2C(C2=CC=CC=C21)(C)C)OC)OC)C2=CC=C(C=C2)O